C(C)OC=1C(=C(C(=O)OC)C=C(C1C)OCC)C Methyl 3,5-Diethoxy-2,4-Dimethylbenzoate